O1OOCCC1 1,2,3-trioxane